ClC1=C(C=C(OCC(=O)N[C@H]2CC[C@@H](NC2)C=2N=C3N(C=CC(=C3)C(F)(F)F)C2)C=C1)F (2R,5S)-5-[2-(4-Chloro-3-fluorophenoxy)acetamido]-2-[7-(trifluoromethyl)imidazo[1,2-a]pyridin-2-yl]piperidin